The molecule is the L-enantiomer of idonic acid. It has a role as an Escherichia coli metabolite. It is a conjugate acid of a L-idonate. C([C@@H]([C@H]([C@@H]([C@H](C(=O)O)O)O)O)O)O